CN(CCOC=1C=CC(=C(C(=O)NC2(CC2)C2=C(C=CC=C2)OC2=CC=CC=C2)C1)C)C 5-(2-(Dimethylamino)ethoxy)-2-methyl-N-(1-(2-phenoxyphenyl)cyclopropyl)benzamide